BrC(CCC)O bromobutan-1-ol